Cl.BrC=1C=CC=2N(C3=CC=C(C=C3C2C1)Br)C[C@@H](CN1CCN(CC1)C(CCCCC(=O)O)=O)O (R)-6-(4-(3-(3,6-dibromo-9H-carbazol-9-yl)-2-hydroxypropyl)piperazin-1-yl)-6-oxohexanoic acid hydrochloride